4-(5-((2-chlorophenyl)(methyl)amino)-1H-pyrazolo[3,4-b]pyridin-1-yl)-N-methylthiophene-2-carboxamide ClC1=C(C=CC=C1)N(C=1C=C2C(=NC1)N(N=C2)C=2C=C(SC2)C(=O)NC)C